FC(C1=NC(=CC(=C1)C1=NN(C=N1)/C=C(/C(=O)N1CC(C1)C(=O)OC(C)(C)C)\C=1C=NC=NC1)C(F)(F)F)(F)F tert-butyl (E)-1-(3-(3-(2,6-bis(trifluoromethyl)pyridin-4-yl)-1H-1,2,4-Triazol-1-yl)-2-(pyrimidin-5-yl)acryloyl)azetidine-3-carboxylate